1-Ethyl-7-methoxy-1H-pyrrolo[3,2-c]pyridin-6-amine C(C)N1C=CC=2C=NC(=C(C21)OC)N